C(CC)OC1=CC=C(C=C1)C1=CC(=CC=2CNS(OC21)(=O)=O)F 8-(4-propoxyphenyl)-6-fluoro-3,4-dihydrobenzo[e][1,2,3]oxathiazine 2,2-dioxide